CN(C=1C=C2C=CC(=CC2=CC1)[NH-])C 6-(dimethylamino)-2-naphthylamide